FC=1C=2N(C=C(C1)C1=CNC=3N=C(N=C(C31)OC)N[C@@H](COC)C)C=CN2 (R)-5-(8-fluoroimidazo[1,2-a]pyridin-6-yl)-4-methoxy-N-(1-methoxypropan-2-yl)-7H-pyrrolo[2,3-d]pyrimidin-2-amine